BrC=1N=C(OC1)C(=O)OC methyl 4-bromooxazole-2-carboxylate